C12C(C3CC(CC(C1)C3)C2)CNC([C-](C#N)C#N)=C(C#N)C#N 2-adamantylmethylamino-1,1,3,3-tetracyanopropenide